sodium ethanthiolate C(C)[S-].[Na+]